(E)-2-(furan-2-yl)vinylpyridine O1C(=CC=C1)/C=C/C1=NC=CC=C1